C(CCCCCCC)OCOCCCC(C)[Mg]Br 4-octyloxymethoxy-1-methylbutylmagnesium bromide